S1NC=CN1C#N [1,2,5]Thiadiazole-5-carbonitrile